C1(=CC(=CC=C1)N(C1=CC=CC=C1)C1=C(C(=C(C=C1)N(C1=CC=CC=C1)C1=CC=CC=C1)N(C=1C=C(C=CC1)C)C1=CC=CC=C1)N(C=1C=C(C=CC1)C)C1=CC=CC=C1)C tris[3-tolyl-(phenyl)amino]triphenylamine